(1,4-diazabicyclo[3.2.2]nonan-4-yl)((4aS,5aS)-3-(4-(tri-fluoromethyl)-1H-pyrazol-1-yl)-4,4a,5,5a-tetrahydro-1H-cyclopropa[4,5]cyclopenta-[1,2-c]pyrazol-1-yl)methanone N12CCN(C(CC1)CC2)C(=O)N2N=C(C1=C2[C@@H]2[C@H](C1)C2)N2N=CC(=C2)C(F)(F)F